C(C)(C)(C)C1=CC(=C(C=C1)C1=C(C=C(C=C1)C=O)[Si](C)(C)C)[Si](C)(C)C 4'-tert-butyl-2,2'-bis(trimethylsilyl)-[1,1'-biphenyl]-4-formaldehyde